diphenyl phosphate, (R)-1-amino-6-(2-(((benzyloxy)carbonyl)amino)-1-isopropoxy-4,4-dimethyl-1-oxopent-2-yl)quinolin-1-ium salt N[N+]1=CC=CC2=CC(=CC=C12)[C@@](C(=O)OC(C)C)(CC(C)(C)C)NC(=O)OCC1=CC=CC=C1.P(=O)(OC1=CC=CC=C1)(OC1=CC=CC=C1)[O-]